1-ethylpiperidin-3-amine hydrochloride Cl.C(C)N1CC(CCC1)N